Br[C@@H](C(=O)Cl)CC (R)-2-bromobutyryl chloride